(5-methoxybenzo[d]oxazol-2-yl)benzene-1,4-diamine COC=1C=CC2=C(N=C(O2)C2=C(C=CC(=C2)N)N)C1